4-phenyl-2-(aminomethyl)benzo[h]Quinoline C1(=CC=CC=C1)C1=CC(=NC2=C3C(=CC=C12)C=CC=C3)CN